COC(C1=CC(=CC=C1)CNC(C1=C(C=CC(=C1)NC(C(C)C)=O)N(C)C)=O)=O 3-((2-(dimethylamino)-5-isobutyrylaminobenzamido)methyl)benzoic acid methyl ester